1-(6-(trifluoromethyl)isochroman-4-yl)triazine FC(C=1C=C2C(COCC2=CC1)N1NN=CC=C1)(F)F